(2,5-dimethoxy)phenyl-2,4-diaminopyrimidine COC1=C(C=C(C=C1)OC)C=1C(=NC(=NC1)N)N